FC(C1=NOC(O1)=O)(F)F 3-trifluoromethyl-1,4,2-dioxazol-5-one